CN1C[C@H](CC1)O (S)-1-methyl-3-hydroxypyrrolidine